1,2-bis(3-chlorophenyl)ethyl ((2S)-3-cyclohexyl-1-(((2S)-4-(cyclopropylamino)-3-hydroxy-4-oxo-1-((S)-2-oxopyrrolidin-3-yl)butan-2-yl)amino)-1-oxopropan-2-yl)carbamate C1(CCCCC1)C[C@@H](C(=O)N[C@@H](C[C@H]1C(NCC1)=O)C(C(=O)NC1CC1)O)NC(OC(CC1=CC(=CC=C1)Cl)C1=CC(=CC=C1)Cl)=O